(4-methyl-2-oxo-1H-quinolin-3-yl)acetic acid CC1=C(C(NC2=CC=CC=C12)=O)CC(=O)O